C(C)C1C(NC2=C(O1)SC(=C2)CN2CCN(CC2)C=2C=CC(=NC2)C(=O)NC)=O 5-(4-((3-ethyl-2-oxo-2,3-dihydro-1H-thieno[2,3-b][1,4]oxazin-6-yl)methyl)piperazin-1-yl)-N-methylpyridinecarboxamide